CN1N=CC=2C1=NC(=NC2NC(=O)C=2SC(=CC2)[N+](=O)[O-])C2=CC=C(C=C2)C(C)(C)CC N-(1-methyl-6-(4-(tert-pentyl)phenyl)-1H-pyrazolo[3,4-d]pyrimidin-4-yl)-5-nitrothiophene-2-carboxamide